C(C)(SC1CC(C1)NC(=O)OC(C)(C)C)=O S-(3-((tert-butoxycarbonyl)amino)cyclobutyl) ethanethioate